4-chloro-2-(methoxymethyl)thiazolo[4,5-c]pyridine ClC1=NC=CC2=C1N=C(S2)COC